Benzyl (2S,3R)-3-[(2-{[(hexyloxy)carbonyl]amino}pyridin-4-yl)methyl]-4-oxo-1-{[(1R)-1-phenylethyl]carbamoyl}azetidine-2-carboxylate C(CCCCC)OC(=O)NC1=NC=CC(=C1)C[C@@H]1[C@H](N(C1=O)C(N[C@H](C)C1=CC=CC=C1)=O)C(=O)OCC1=CC=CC=C1